4-((2-((3-chloro-4-fluorophenyl)(3,4-difluorophenyl)methyl)-1H-imidazol-4-yl)sulfonyl)piperazin-2-one ClC=1C=C(C=CC1F)C(C=1NC=C(N1)S(=O)(=O)N1CC(NCC1)=O)C1=CC(=C(C=C1)F)F